ClC1=C(C=CC=C1)C1CC(OC=2CCCC(C12)=O)=O 4-(2-chlorophenyl)-4,6,7,8-tetrahydro-2H-chromene-2,5(3H)-dione